Sodium 2,3-bis(butyryloxy)propyl ((R)-2,3-bis(tetradecanoyloxy)propyl) Phosphate P(=O)(OCC(COC(CCC)=O)OC(CCC)=O)(OC[C@@H](COC(CCCCCCCCCCCCC)=O)OC(CCCCCCCCCCCCC)=O)[O-].[Na+]